2-fluoro-N-(4-iodobenzyl)-4-methyl-5-((2,2,2-trifluoroethyl)thio)aniline FC1=C(NCC2=CC=C(C=C2)I)C=C(C(=C1)C)SCC(F)(F)F